5-(5-((E)-3-(4-((E)-2-Carboxyvinyl)phenyl)-3-oxoprop-1-en-1-yl)furan-2-yl)-2-hydroxybenzoic acid C(=O)(O)/C=C/C1=CC=C(C=C1)C(/C=C/C1=CC=C(O1)C=1C=CC(=C(C(=O)O)C1)O)=O